1-(2-(3-(trifluoromethyl)benzyl)-2,8-diazaspiro[4.5]decane-8-carbonyl)-1H-pyrazole-3-carboxamide FC(C=1C=C(CN2CC3(CC2)CCN(CC3)C(=O)N3N=C(C=C3)C(=O)N)C=CC1)(F)F